(Z)-Hex-3-en-1-yl methyl carbonate C(OCC\C=C/CC)(OC)=O